6-chloro-N-(4-fluoro-3-methylphenyl)-5-(2-((2-hydroxy-2-methylpropyl)amino)-2-oxoacetyl)-2,3-dihydro-1H-pyrrolizine-7-carboxamide ClC1=C(N2CCCC2=C1C(=O)NC1=CC(=C(C=C1)F)C)C(C(=O)NCC(C)(C)O)=O